C1CCCCCCOC(=O)/C=C/CCCCC1 Oxacyclohexadecen-2-one